C(C)N1C2=C([C@H]([C@@H](C1=O)NC(C1=CC(=CC=C1)C(F)(F)F)=O)C1=CC=C(C=C1)F)C(=NN2C2=CC=CC=C2)CO N-((4R,5S)-7-ethyl-4-(4-fluorophenyl)-3-(hydroxymethyl)-6-oxo-1-phenyl-4,5,6,7-tetrahydro-1H-pyrazolo[3,4-b]pyridin-5-yl)-3-(trifluoromethyl)benzamide